2-[4-(4-Bromophenyl)-2H-1,2,3-triazol-5-yl]-8-methyl-2,3-dihydro-1H-quinazolin-4-one BrC1=CC=C(C=C1)C1=NNN=C1C1NC2=C(C=CC=C2C(N1)=O)C